FC1CNCC12CC2 7-fluoro-5-azaspiro[2.4]heptan